OCCNCC1=CC=C(C=C1)C=1C(=C(C=CC1)C1=C(C(=CC=C1)C1=CC=2N(C=C1)C(=NN2)CNC[C@@H]2CCC(N2)=O)C)C (S)-5-((((7-(4''-(((2-hydroxyethyl)amino)methyl)-2,2'-dimethyl-[1,1':3',1''-terphenyl]-3-yl)-[1,2,4]triazolo[4,3-a]pyridin-3-yl)methyl)amino)methyl)pyrrolidin-2-one